coniferyl-(3-methoxy-4-hydroxycinnamyl) alcohol C(\C=C\C1=CC(OC)=C(O)C=C1)C(C=CC1=CC(=C(C=C1)O)OC)O